3-(9H-carbazol-9-yl)-1,1'-biphenyl C1=CC=CC=2C3=CC=CC=C3N(C12)C=1C=C(C=CC1)C1=CC=CC=C1